methyl 3-[4-[(5-cyano-1H-imidazole-2-carbonyl)amino]-3-(1,2-dideuterio-4,4-dimethylcyclohexyl)phenyl]-6,7-dideuterio-1,5-dimethyl-8-azabicyclo[3.2.1]oct-2-ene-8-carboxylate C(#N)C1=CN=C(N1)C(=O)NC1=C(C=C(C=C1)C1=CC2(C(C(C(C1)(N2C(=O)OC)C)[2H])[2H])C)C2(C(CC(CC2)(C)C)[2H])[2H]